C(C)(C)(C)OC(=O)NCC(C)(C)N1C=C(C=C1)C(=O)O 1-[2-(tert-Butoxycarbonylamino)-1,1-dimethyl-ethyl]pyrrole-3-carboxylic acid